C1(CC1)C=1C=CC(=NC1)C=1N=C2C(=NC1)N=C(S2)NC(=O)C=2C=NC(=CC2C2=CC(=NC=C2OC)C)C N-(6-(5-cyclopropylpyridin-2-yl)thiazolo[4,5-b]pyrazin-2-yl)-5'-methoxy-2',6-dimethyl-[4,4'-bipyridine]-3-carboxamide